(1S)-2-[4,6-bis(trifluoromethyl)pyrimidin-2-yl]-6-chloro-1-[(1,3-dioxan-5-yl)methyl]-2,3,4,9-tetrahydro-1H-pyrido[3,4-b]indole FC(C1=NC(=NC(=C1)C(F)(F)F)N1[C@H](C=2NC3=CC=C(C=C3C2CC1)Cl)CC1COCOC1)(F)F